(R or S)-1-ethyl-4-((6-(2-hydroxy-6-methyl-4-(trifluoromethyl)phenyl)-2H-pyrazolo[3,4-b]pyridin-2-yl)methyl)pyrrolidin-2-one C(C)N1C(C[C@H](C1)CN1N=C2N=C(C=CC2=C1)C1=C(C=C(C=C1C)C(F)(F)F)O)=O |o1:5|